(S)-13-oxa-9-azadispiro[3.1.56.24]tridecan-5-amine dihydrochloride Cl.Cl.C1CCC12[C@H](C1(CCNCC1)CO2)N